[N+](=O)([O-])C1=CC=C(OC=2C3=C(N=C(N2)N)NC=C3)C=C1 4-(4-nitrophenoxy)-7H-pyrrolo[2,3-d]pyrimidin-2-amine